methyl 4-amino-1-(2-cyclopropylphenyl)-2-oxo-7-(trifluoromethyl)-1,2-dihydroquinoline-3-carboxylate NC1=C(C(N(C2=CC(=CC=C12)C(F)(F)F)C1=C(C=CC=C1)C1CC1)=O)C(=O)OC